C(#N)C(C)(C)NC1=CC=C(C(=O)OC)C=C1 methyl 4-[(cyanodimethyl-methyl)-amino]-benzoate